F[C@@H]1[C@](COC1)(C)N1CCN(CC1)C=1C=C2C=C(N=CC2=CC1C)NC(=O)[C@H]1[C@@H](C1)C1=NC=CC=C1 (1R,2R)-N-[6-[4-((3R,4R)-4-fluoro-3-methyl-tetrahydrofuran-3-yl)piperazin-1-yl]-7-methyl-3-isoquinolyl]-2-(2-pyridyl)cyclopropanecarboxamide